benzyl α-D-mannopyranoside O([C@@H]1[C@@H](O)[C@@H](O)[C@H](O)[C@H](O1)CO)CC1=CC=CC=C1